O[C@@H]1CN(CC[C@@H]1C(=O)OCC)C(=O)OCC1=CC=CC=C1 1-benzyl 4-ethyl (3S,4S)-3-hydroxypiperidine-1,4-dicarboxylate